C1(=CC=CC=C1)P(=O)(C1=CC=2C3(C4=CC(=CC=C4C2C=C1)P(=O)(C1=CC=CC=C1)C1=CC=CC=C1)C1=CC=CC=C1C=1C=CC=CC13)C1=CC=CC=C1 2,7-bis(diphenylphosphinyl)-9,9'-spirobifluorene